acryloxytetraethylene glycol isocyanate [N-]=C=O.C(C=C)(=O)OC(COCCOCCOCCO)O